2-amino-1-(4-(2-aminopropan-2-yl)-6-(4-fluorophenyl)pyridin-2-yl)-1-cyclopropylethan-1-ol NCC(O)(C1CC1)C1=NC(=CC(=C1)C(C)(C)N)C1=CC=C(C=C1)F